nitric acid (nitrate) [N+](=O)(O)[O-].[N+](=O)(O)[O-]